2-[3-methyl-6-(1-methyl-vinyl)-2-cyclohexen-1-yl]-5-pentyl-1,3-benzenediol CC1=CC(C(CC1)C(=C)C)C1=C(C=C(C=C1O)CCCCC)O